(S or R)-2'-chloro-5'-methoxy-N-(5-(2-methoxy-6-(trifluoromethyl)nicotinoyl)-4-methyl-5,6-dihydro-4H-pyrrolo[3,4-d]thiazol-2-yl)-6-methyl-[4,4'-bipyridine]-3-carboxamide ClC1=NC=C(C(=C1)C1=C(C=NC(=C1)C)C(=O)NC=1SC2=C(N1)[C@@H](N(C2)C(C2=C(N=C(C=C2)C(F)(F)F)OC)=O)C)OC |o1:22|